C(N)(=O)C=1C=C(C=CC1F)NC(=O)[C@H]1O[C@]([C@@H]([C@@H]1C1=C(C(=C(C=C1)F)F)OC)C)(C(F)(F)F)C (2S,3R,4R,5R)-N-(3-carbamoyl-4-fluoro-phenyl)-3-(3,4-difluoro-2-methoxy-phenyl)-4,5-dimethyl-5-(trifluoromethyl)tetrahydrofuran-2-carboxamide